COC(C1=C(C(=C(C(=C1)CC1=CC=C(C=C1)C=1C=NN(C1)C)C)[N+](=O)[O-])O)=O 2-hydroxy-4-methyl-5-[4-(1-methyl-1H-pyrazol-4-yl)-benzyl]-3-nitro-benzoic acid methyl ester